C(C)(C)OCC1=CC=C(C=C1)COC(C)C α,α'-di-isopropoxy-p-xylene